2-chloro-4-((2-(4-(4-(1-(2-(2,6-dioxopiperidin-3-yl)-1,3-dioxoisoindolin-5-yl)piperidin-4-yl)piperazine-1-carbonyl)phenyl)-2-azaspiro[3.5]nonan-7-yl)oxy)benzonitrile ClC1=C(C#N)C=CC(=C1)OC1CCC2(CN(C2)C2=CC=C(C=C2)C(=O)N2CCN(CC2)C2CCN(CC2)C=2C=C3C(N(C(C3=CC2)=O)C2C(NC(CC2)=O)=O)=O)CC1